N-(3-(1,1-difluoropropyl)phenyl)-2-(6-methoxy-2',6'-dimethyl-[1,1'-biphenyl]-3-yl)-5-methyl-1H-imidazole-4-carboxamide FC(CC)(F)C=1C=C(C=CC1)NC(=O)C=1N=C(NC1C)C=1C=C(C(=CC1)OC)C1=C(C=CC=C1C)C